4-((1-(4-(trifluoromethoxy)phenyl)piperidin-4-yl)amino)-1H-1,2,3-triazole-5-carboxylic acid FC(OC1=CC=C(C=C1)N1CCC(CC1)NC=1N=NNC1C(=O)O)(F)F